FC1=CC(=CC2=CN(N=C12)C1CCNCC1)C=1N=C(C=2N(C1)C=C(N2)C)C 6-[7-fluoro-2-(4-piperidyl)indazol-5-yl]-2,8-dimethyl-imidazo[1,2-a]pyrazine